4-(3-hydroxyphenyl)benzoic acid OC=1C=C(C=CC1)C1=CC=C(C(=O)O)C=C1